(2R,3S)-2-(3-(7-(trifluoromethoxy)-1H-benzo[d]imidazol-1-yl)propyl)piperidin-3-ol FC(OC1=CC=CC2=C1N(C=N2)CCC[C@H]2NCCC[C@@H]2O)(F)F